vinyl-quinolone C(=C)C=1C(NC2=CC=CC=C2C1)=O